N-(5-(4-(1H-pyrazol-1-yl)phenyl)-1H-pyrazol-3-yl)-2-methyl-1H-benzo[d]imidazol-5-amine N1(N=CC=C1)C1=CC=C(C=C1)C1=CC(=NN1)NC1=CC2=C(NC(=N2)C)C=C1